BrC1=C(C=CC=2N(C3=CC=CC=C3C12)C1=CC=CC=C1)Cl 4-bromo-3-chloro-9-phenyl-9H-carbazole